trans-8-[[4-(N-Cyclopropylanilino)cyclohexyl]-methyl-amino]-5-methyl-6-oxo-1,5-naphthyridine-2-carbonitrile C1(CC1)N(C1=CC=CC=C1)[C@@H]1CC[C@H](CC1)N(C1=CC(N(C=2C=CC(=NC12)C#N)C)=O)C